N-methylquinoline-4-carboxamide CNC(=O)C1=CC=NC2=CC=CC=C12